1-propyl-3-methyl-pyridine C(CC)N1CC(=CC=C1)C